methyl 5-(8-(5-isopropyl-1-methyl-2-oxo-1,2,3,4-tetrahydroquinolin-7-yl)isoquinolin-3-yl)picolinate C(C)(C)C1=C2CCC(N(C2=CC(=C1)C=1C=CC=C2C=C(N=CC12)C=1C=CC(=NC1)C(=O)OC)C)=O